BrC=1C=CC(=NC1CCC(C)C)N 5-bromo-6-isopentylpyridin-2-amine